4-(2-amino-9-((2R,3R,5S)-3-hydroxy-5-(hydroxymethyl)tetrahydrofuran-2-yl)-6,8-dioxo-1,6,8,9-tetrahydro-7H-purin-7-yl)butanenitrile NC=1NC(C=2N(C(N(C2N1)[C@@H]1O[C@@H](C[C@H]1O)CO)=O)CCCC#N)=O